2',3'-dihydro-1'H-spiro[cyclopropan-1,4'-isoquinoline] C1NCC2(C3=CC=CC=C13)CC2